(rac)-cis-Methyl 9-(phenylethynyl)-4a,5,6,10b-tetrahydro-2H-[1,4]oxazino[2,3-f]quinoline-4(3H)-carboxylate C1(=CC=CC=C1)C#CC=1C=NC=2CC[C@H]3[C@@H](C2C1)OCCN3C(=O)OC |r|